2-(1-(1,4-diazepan-1-yl)butyl)-3-ethylpyrido[2,3-d]pyrimidin-4(3H)-one N1(CCNCCC1)C(CCC)C=1N(C(C2=C(N1)N=CC=C2)=O)CC